2-(4-(tert-Butoxycarbonyl)piperazin-1-yl)thiazole-4-carboxylic acid methyl ester COC(=O)C=1N=C(SC1)N1CCN(CC1)C(=O)OC(C)(C)C